(S)-4-(4-methoxypyrazolo[1,5-a]pyridin-2-yl)-5-(5-(trifluoromethyl)pyrimidin-2-yl)-4,5,6,7-tetrahydro-1H-imidazo[4,5-c]pyridine COC=1C=2N(C=CC1)N=C(C2)[C@H]2N(CCC1=C2N=CN1)C1=NC=C(C=N1)C(F)(F)F